2-(5-(cyclopropylmethyl)-3-(6-fluoro-4'-isopropyl-[1,1'-biphenyl]-3-yl)-4-(3-fluoro-4-sulfamoylbenzyl)-1H-pyrazol-1-yl)thiazole-4-carboxylic acid C1(CC1)CC1=C(C(=NN1C=1SC=C(N1)C(=O)O)C=1C=C(C(=CC1)F)C1=CC=C(C=C1)C(C)C)CC1=CC(=C(C=C1)S(N)(=O)=O)F